(S)-2-methylpiperidin-1-carboxylic acid C[C@@H]1N(CCCC1)C(=O)O